3-((3-((3R,5R)-5-(4-chlorophenyl)tetrahydro-furan-3-yl)-1,2,4-oxadiazol-5-yl)methyl)-5-methylpyrido[3,4-d]pyrimidin-4(3H)-one ClC1=CC=C(C=C1)[C@H]1C[C@@H](CO1)C1=NOC(=N1)CN1C=NC2=C(C1=O)C(=CN=C2)C